O[C@@H]1[C@@H](COC1)NC(=O)C=1C(N(N=C(C1)C1=CC=C(C=C1)OC(F)(F)F)C=1C=NN(C1)C)=O N-[(3r,4r)-4-hydroxytetrahydrofuran-3-yl]-2-(1-methyl-1H-pyrazol-4-yl)-3-oxo-6-[4-(trifluoromethoxy)phenyl]-2,3-dihydropyridazine-4-carboxamide